(cis)-di-tert-butyl 6-((tert-butyldiphenylsilyl)oxy)hexahydropyrrolo[3,2-c]pyrazole-2,4-dicarboxylate [Si](C1=CC=CC=C1)(C1=CC=CC=C1)(C(C)(C)C)OC1CN(C2C1NN(C2)C(=O)OC(C)(C)C)C(=O)OC(C)(C)C